3-chloro-6-[5-fluoro-2-methoxy-4-(2-methyl-1,3-thiazol-5-yl)phenyl]pyridazine ClC=1N=NC(=CC1)C1=C(C=C(C(=C1)F)C1=CN=C(S1)C)OC